N=1N(N=NC1)[C@@H](C)C=1C(=C(C(=C2C=NNC12)C=1C=CC=2N(C1)C=C(N2)NC(=O)C2C(C2)F)Cl)F N-(6-(7-((S)-1-(2H-tetrazol-2-yl)ethyl)-5-chloro-6-fluoro-1H-indazol-4-yl)imidazo[1,2-a]pyridin-2-yl)-2-fluorocyclopropane-1-carboxamide